(3R,5aS,6R,8aS,9R,10R,12R,12aR)-3,6,9-trimethyl-N-phenyldecahydro-12H-3,12-epoxypyrano[4,3-j][1,2]Benzodioxepin-10-carboxamide C[C@@]12OO[C@]34[C@@H](CC1)[C@@H](CC[C@H]3[C@H]([C@@H](O[C@@H]4O2)C(=O)NC2=CC=CC=C2)C)C